1-methyl-3-(1,4-naphthoquinone-2-yl)indole CN1C=C(C2=CC=CC=C12)C=1C(C2=CC=CC=C2C(C1)=O)=O